ClC=1C=C(C=CC1)C1=NN(C=N1)/C=C/C(=O)NC1=CC=C(C=C1)NC(OC(C)(C)C)=O (E)-tert-butyl (4-(3-(3-(3-chlorophenyl)-1H-1,2,4-triazol-1-yl)acrylamido)phenyl)carbamate